3-amino-4-{[(2R,4R)-2-methyltetrahydro-2H-pyran-4-yl]Amino}quinoline-6-carbonitrile NC=1C=NC2=CC=C(C=C2C1N[C@H]1C[C@H](OCC1)C)C#N